N-(5-((4,4-difluoropiperidin-1-yl)methyl)thiazol-2-yl)-2-methyl-5-(3-(trifluoromethyl)phenyl)furan-3-carboxamide FC1(CCN(CC1)CC1=CN=C(S1)NC(=O)C1=C(OC(=C1)C1=CC(=CC=C1)C(F)(F)F)C)F